N-(8-chloro-5-cyclopropyl-6-oxo-2-(o-tolylamino)-5,6-dihydro-1,5-naphthyridin-3-yl)-3-fluoro-5-(trifluoromethyl)benzamide ClC1=CC(N(C=2C=C(C(=NC12)NC1=C(C=CC=C1)C)NC(C1=CC(=CC(=C1)C(F)(F)F)F)=O)C1CC1)=O